C(\C=C/CCCCCCCCCC)OC(CCCCC(CCCCCCCCC)CCN(C)C)=O 6-(2-(dimethylamino)ethyl)pentadecanoic acid (Z)-tridec-2-en-1-yl ester